OCCO.[Na] sodium 1,2-dihydroxyethane